(3-(3-fluorophenyl)-3-hydroxypropyl)-6-methylbenzamide FC=1C=C(C=CC1)C(CCC1=C(C(=O)N)C(=CC=C1)C)O